C(CCCCCCCCCCCCCCCCCCCCC)OC1=CC=C(C=C1)S(=O)(=O)C=1C=NC2=CC=C(C=C2C1N1CCC(CC1)N1CCN(CC1)C1CCN(CC1)CC)OC(F)(F)F 3-((4-(docosyloxy)phenyl)sulfonyl)-4-(4-(4-(1-ethylpiperidin-4-yl)piperazin-1-yl)piperidin-1-yl)-6-(trifluoromethoxy)quinoline